2,2-difluoro-N-(2-(naphthalen-2-yl)ethyl)propane-1,3-diamine FC(CNCCC1=CC2=CC=CC=C2C=C1)(CN)F